OCCN1CCNCC1 2-hydroxyethyl-piperazine